OCC([C@H](C[C@H]1C(NCC1)=O)NC([C@H](CC(C)C)NC(C(=O)NC1=C(C=CC=C1C)OC)=O)=O)=O N1-((S)-1-(((S)-4-hydroxy-3-oxo-1-((S)-2-oxopyrrolidin-3-yl)butan-2-yl)amino)-4-methyl-1-oxopentan-2-yl)-N2-(2-methoxy-6-methylphenyl)oxalamide